C(C)OC1=C(C(=O)NCC2=CC(=CC=C2)C(NC)=O)C=C(C=C1)NC(C(C)C)=O 2-ethoxy-5-isobutyrylamino-N-(3-(methylcarbamoyl)benzyl)benzamide